(3S,4S)-3-tertiary butyl-4-hydroxypyrrolidine-1,3-dicarboxylic acid benzyl ester C(C1=CC=CC=C1)OC(=O)N1C[C@@]([C@@H](C1)O)(C(=O)O)C(C)(C)C